C(C)(=O)O[C@H]1[C@@H](CCCC1)O trans-2-hydroxycyclohexanyl acetate